CC1=C(C=2N(N=C1N1CC=3C=C(C=NC3CC1)C1=NN(C=C1)CC)C=NN2)C 6-(7,8-dimethyl-[1,2,4]triazolo[4,3-b]pyridazin-6-yl)-3-(1-ethylpyrazol-3-yl)-7,8-dihydro-5H-1,6-naphthyridine